O=C1CCN(CC1)C(=O)OC(C)(C)C tert-butyl 4-Oxo-1-piperidinecarboxylate